FC=1C=C(SC1C(NC1=CC2=C(N=C(O2)C)C(=C1)F)=O)C1CCN(CC1)C(=O)OC(C)(C)C tert-butyl 4-[4-fluoro-5-[(4-fluoro-2-methyl-1,3-benzoxazol-6-yl)carbamoyl]thiophen-2-yl]piperidine-1-carboxylate